COC1=C(C=C2C(=NC=NC2=C1)NC1=C(C=CC(=C1)C=1C=NC=CC1)OC)OC1CN(CC1)C(C=C)=O 1-(3-((7-methoxy-4-((2-methoxy-5-(pyridin-3-yl)phenyl)amino)quinazolin-6-yl)oxy)pyrrolidin-1-yl)prop-2-en-1-one